Ethyl (E)-4-{4-[3-chlorodibenzo[b,e][1,4]oxazepin-5(11H)-yl]butylamino}but-2-enoate ClC=1C=CC2=C(N(C3=C(OC2)C=CC=C3)CCCCNC/C=C/C(=O)OCC)C1